N1(CCNCC1)CCNCCN1CCNCC1 bis(2-(Piperazin-1-yl)ethyl)amine